spiro(5.5)undecane C1CCCCC12CCCCC2